(3aS,6aR)-1,3-dibenzyl-2-keto-hexahydro-4H-thieno[3,4-D]imidazol C(C1=CC=CC=C1)N1C(N([C@H]2[C@@H]1CSC2)CC2=CC=CC=C2)=O